ClC=1C=C2C=NN(C2=CC1N1CCN(CC1)C1(COC1)C)C=1C=NN(C1)C12CC(C1)(C2)CN2CCOCC2 5-chloro-6-[4-(3-methyloxetan-3-yl)piperazin-1-yl]-1-(1-{3-[(morpholin-4-yl)methyl]bicyclo[1.1.1]pentan-1-yl}-1H-pyrazol-4-yl)-1H-indazole